4-(2-(6-(Trifluoromethyl)imidazo[1,2-a]pyrazin-3-yl)pyrimidin-4-yl)morpholine FC(C=1N=CC=2N(C1)C(=CN2)C2=NC=CC(=N2)N2CCOCC2)(F)F